divinylurethane C(=C)N(C(=O)OCC)C=C